(3E,7E)-4,8,12-trimethyltrideca-3,7,11-trien C\C(=C/CC)\CC\C=C(\CCC=C(C)C)/C